NCCC1(C=NC2=CC=CC=C12)CCO tryptamine-3-ethanol